(1R,4R,7R)-2-{2-[1-(cyclopropylmethyl)-6-(1H-indazol-5-yl)-1H-pyrrolo-[2,3-b]pyridin-2-yl]-7-methoxy-1-methyl-1H-1,3-benzodiazole-5-carbonyl}-2-azabicyclo[2.2.1]heptan-7-amine C1(CC1)CN1C(=CC=2C1=NC(=CC2)C=2C=C1C=NNC1=CC2)C2=NC1=C(N2C)C(=CC(=C1)C(=O)N1[C@@H]2CC[C@H](C1)[C@H]2N)OC